BrCC=1C=NN(C1)C1=CC=CC=C1 4-(bromomethyl)-1-phenyl-1H-pyrazole